N-(4-((benzyloxy)methyl)phenyl)-3-(5-cyclopropyl-6-(morpholine-4-sulfonamido)pyrazin-2-yl)benzamide C(C1=CC=CC=C1)OCC1=CC=C(C=C1)NC(C1=CC(=CC=C1)C1=NC(=C(N=C1)C1CC1)NS(=O)(=O)N1CCOCC1)=O